COC=1N=CC(=NC1)CN1N=C(N=N1)C1=CC=C(C=C1)S(=O)(=O)NCC(=O)N 2-((4-(2-((5-methoxypyrazin-2-yl)methyl)-2H-tetrazol-5-yl)phenyl)sulfonamido)acetamide